8-acetyloxy-p-menthane tert-butyl-4-{[(6R)-2-acetyl-6-[4-(methoxycarbonyl)-2-(methylamino)phenyl]-2,7-diazaspiro[3.5]nonan-7-yl]methyl}-5-methoxy-7-methylindole-1-carboxylate C(C)(C)(C)OC(=O)N1C=CC2=C(C(=CC(=C12)C)OC)CN1[C@H](CC2(CN(C2)C(C)=O)CC1)C1=C(C=C(C=C1)C(=O)OC)NC.C(C)(=O)OC(C1CCC(CC1)C)(C)C